tris[2,3-dipropyl-(1-aziridinyl)]propionate C(CC)C1N(C1CCC)C(CC(=O)[O-])(N1C(C1CCC)CCC)N1C(C1CCC)CCC